N-[4-(2-oxo-6-{4-[4-(propan-2-yl)piperazin-1-yl]phenyl}-1,2-dihydro-quinolin-3-yl)phenyl]methanesulfonamide O=C1NC2=CC=C(C=C2C=C1C1=CC=C(C=C1)NS(=O)(=O)C)C1=CC=C(C=C1)N1CCN(CC1)C(C)C